FC1=C(C=C(C=C1)C=1C(=C2N(N1)CCC2)C=2C=C1C=NN(C1=CC2)C)C 5-(2-(4-Fluoro-3-methylphenyl)-5,6-dihydro-4H-pyrrolo[1,2-b]pyrazol-3-yl)-1-methyl-1H-indazole